2-(6-bromo-2,3-dihydro-1H-inden-1-yl)acetic acid BrC1=CC=C2CCC(C2=C1)CC(=O)O